N1N=NC(=C1)C=O 1,2,3-triazole-4-carbaldehyde